NC1=NC=CC(=C1F)OC=1C(=C(C=NC1)NC1=C(C=C(C=C1)CC)F)C 5-[(2-amino-3-fluoropyridin-4-yl)oxy]-N-(4-ethyl-2-fluorophenyl)-4-methylpyridin-3-amine